methyl-1-oxa-4,6-diaza-octadecane-2,7-dione CC(C(O)=O)NCNC(CCCCCCCCCCC)=O